N-[3-(5-formyl-2-furyl)phenyl]-N-methyl-carbamic acid tert-butyl ester C(C)(C)(C)OC(N(C)C1=CC(=CC=C1)C=1OC(=CC1)C=O)=O